FC=1C=C(N(CC2=CC=C(C=C2)OC)CC2=CC=C(C=C2)OC)C=C(C1C(F)(F)F)B1OC(C(O1)(C)C)(C)C 3-Fluoro-N,N-bis(4-methoxybenzyl)-5-(4,4,5,5-tetramethyl-1,3,2-dioxaborolan-2-yl)-4-(trifluoromethyl)aniline